C(C1=CC=CC=C1)N(CCOCCOCCOCCO)C 2-[2-[2-[2-[benzyl(methyl)amino]ethoxy]ethoxy]ethoxy]ethanol